FC1=C(C(=CC2=CC=C(C=C12)OC[C@H]1CNCCC1)O)N1CC(NS1(=O)=O)=O 5-[1-fluoro-3-hydroxy-7-[[(3R)-3-piperidyl]methoxy]-2-naphthyl]-1,1-dioxo-1,2,5-thiadiazolidin-3-one